cis-N-[(1R)-1-(4-Ethoxyphenyl)-2-methoxyethyl]-5-fluoro-2H-spiro[1-benzofuran-3,1'-cyclopropane]-2'-carboxamide C(C)OC1=CC=C(C=C1)[C@H](COC)NC(=O)C1C2(C1)COC1=C2C=C(C=C1)F